(S)-5-((4-((2-hydroxy-1-phenylethyl)amino)-5-(3-morpholino-1,2,4-oxadiazol-5-yl)pyridin-2-yl)amino)-3,3-dimethyl-[1,2]oxaborolo[4,3-d]pyrimidin-1(3H)-ol OC[C@H](C1=CC=CC=C1)NC1=CC(=NC=C1C1=NC(=NO1)N1CCOCC1)NC=1N=CC2=C(N1)C(OB2O)(C)C